2-amino-2-(cyclopropyl-2,2,3,3-d4)acetic acid NC(C(=O)O)C1C(C1([2H])[2H])([2H])[2H]